C(=O)(O)CC=1C(NC(N([C@]2([C@H](OC)[C@H](O)[C@@H](CO)O2)CN)C1)=O)=O 5-carboxymethyl-aminomethyl-2'-O-methyluridine